C(C)(C)(C)OC(=O)N1C[C@](CC1)(CO)NS(=O)(=O)C=1C(=C(N(C1)C)C(=O)OCC)F |r| rac-ethyl 4-(N-(1-(tert-butoxycarbonyl)-3-(hydroxymethyl)pyrrolidin-3-yl)sulfamoyl)-3-fluoro-1-methyl-1H-pyrrole-2-carboxylate